FC(C1(N=N1)C1=CC=C(C[C@@H](N)C(=O)O)C=C1)(F)F 4-[3-(Trifluoromethyl)-3H-diaziren-3-yl]-D-phenylalanine